CNC(=O)C1=NC=CC(=C1)C1=NC=CC=C1 N-methyl-[2,4'-bipyridine]-2'-carboxamide